natrium phosphate P(=O)([O-])([O-])[O-].[Na+].[Na+].[Na+]